O1CCC(CC1)C1=CNC=2N=CN=C(C21)NCC2=NC(=CC=C2)N2CC(NC(C2)(C)C)(C)C 5-(tetrahydro-2H-pyran-4-yl)-N-((6-(3,3,5,5-tetramethylpiperazin-1-yl)pyridin-2-yl)methyl)-7H-pyrrolo[2,3-d]pyrimidin-4-amine